C(C)(C)(C)NC1=NC=C2N=C(N(C2=N1)C1CCNCC1)NC1=CC=C(C=C1)OC(F)(F)F N2-tert-butyl-9-(piperidin-4-yl)-N8-(4-(trifluoromethoxy)phenyl)-9H-purine-2,8-diamine